N=1C=NN2C1C=C(C=C2)OC2=CC(=C(C=C2C(F)(F)F)NC2=NC=NC1=CC(=C(C=C21)NC(/C(=C\[C@@H]2N(CCC2)C)/F)=O)OC)OC (R,E)-N-(4-((4-([1,2,4]triazolo[1,5-a]pyridin-7-yloxy)-2-methoxy-5-(trifluoromethyl)phenyl)amino)-7-methoxy-quinazolin-6-yl)-2-fluoro-3-(1-methylpyrrolidin-2-yl)acrylamide